2-[[7-amino-4-(7-chloro-1H-indazol-5-yl)-1-oxo-isoindolin-2-yl]methyl]prop-2-enenitrile NC=1C=CC(=C2CN(C(C12)=O)CC(C#N)=C)C=1C=C2C=NNC2=C(C1)Cl